N1([C@H]2[C@@H](CC1)COC2)C2=NC=CC(=N2)NC=2N=CC1=C(N=CC(=C1C2)C(C)C)N2[C@@H]([C@H](C2)CS(=O)(=O)C)C N-{2-[(3aR,6aS)-hexahydro-1H-furo[3,4-b]pyrrol-1-yl]pyrimidin-4-yl}-8-[(2R,3S)-3-(methanesulfonyl-methyl)-2-methylazetidin-1-yl]-5-(propan-2-yl)-2,7-naphthyridin-3-amine